trans-methyl (2S)-2-amino-2-(4-methylcyclohexyl)acetate N[C@H](C(=O)OC)[C@@H]1CC[C@H](CC1)C